FC1=C(C(=CC=C1)OC)C1=NC=CC2=C1CN(C2=O)C2=NC(=C(C=C2)N2[C@@H](CCC2)C)CNC 4-(2-fluoro-6-methoxyphenyl)-2-(6-((methylamino)methyl)-5-((R)-2-methylpyrrolidin-1-yl)pyridin-2-yl)-2,3-dihydro-1H-pyrrolo[3,4-c]pyridin-1-one